C(N)(=O)C1=CC=2C(=CN=C(C2)CC2CCN(CC2)C(=O)OC(C)(C)C)O1 tert-butyl 4-({2-carbamoylfuro[2,3-c]pyridin-5-yl}methyl)piperidine-1-carboxylate